tert-butyl 2-(6-((1-acetyl-1H-pyrazol-3-yl)oxy)-2-(3-(3-ethoxy-2-methyl-3-oxopropyl)phenyl)-5,5-difluoro-2-methylhexanoyl)-1-methylhydrazine-1-carboxylate C(C)(=O)N1N=C(C=C1)OCC(CCC(C(=O)NN(C(=O)OC(C)(C)C)C)(C)C1=CC(=CC=C1)CC(C(=O)OCC)C)(F)F